4-(4H-1,2,4-triazole-4-yl)phenol N=1N=CN(C1)C1=CC=C(C=C1)O